NC=1N=C(C2=C(C=NN(C2=O)CC2=CC=C(C=C2)CN2CCNCC2)N1)N[C@H](CO)CCC (S)-2-Amino-4-((1-hydroxypentan-2-yl)amino)-6-(4-(piperazin-1-ylmethyl)benzyl)pyrimido[4,5-d]pyridazine-5(6H)-one